5-Fluoro-2-[4-[(3S)-3-(5-methylpyrazin-2-yl)isoxazolidine-2-carbonyl]-1-piperidyl]pyrimidine-4-carboxamide FC=1C(=NC(=NC1)N1CCC(CC1)C(=O)N1OCC[C@H]1C1=NC=C(N=C1)C)C(=O)N